(R)-4-((2-(1H-pyrazol-4-yl)ethyl)amino)-5,6-dimethyl-N-(1-(pyridin-2-yl)ethyl)pyrimidine-2-carboxamide N1N=CC(=C1)CCNC1=NC(=NC(=C1C)C)C(=O)N[C@H](C)C1=NC=CC=C1